N,N'-bis(2-ethyldodecyl)-1,7-dibromo-3,4,9,10-perylenetetracarboxylic acid diimine C(C)C(CN=C(O)C=1C=C(C=2C3=CC=C(C=4C(=CC(=C(C5=CC=C(C1C52)C(O)=NCC(CCCCCCCCCC)CC)C43)Br)C(=O)O)C(=O)O)Br)CCCCCCCCCC